1,2,3,4-tetramethylimidazoline phthalate C(C=1C(C(=O)O)=CC=CC1)(=O)O.CN1C(N(C(C1)C)C)C